C(C(C)(C)C)OC(C(F)F)(F)F 1,1,2,2-tetrafluoroethyl neopentyl ether